NC1=CC=C(C=C1)B1OC(C)(C)C(C)(C)O1 4-amino-phenylboronic acid pinacol ester